FC1CN(CC1F)S(=O)(=O)C1=CC(=C(C=C1)C=1C(=C2C(=NNC2=CC1)N)C)C 5-(4-((3,4-difluoropyrrolidin-1-yl)sulfonyl)-2-methylphenyl)-4-methyl-1H-indazol-3-amine